COC(C1=NC(=CC=C1OCOC)CCCCN1CCN(CC1)CC)=O 6-(4-(4-ethylpiperazin-1-yl)butyl)-3-(methoxymethoxy)picolinic acid methyl ester